C(C)(=O)C=1C=C(C=C2C(N(C(=NC12)C1=COC2=C1C=CC=C2)C)=O)C 8-acetyl-2-(benzofuran-3-yl)-3,6-dimethylquinazolin-4(3H)-one